4-[1-methyl-2-[[(R)-[(3S)-7-(1-methylpyrazol-4-yl)-2,3-dihydro-1H-pyrido[2,3-b][1,4]oxazin-3-yl]-phenyl-methyl]amino]ethyl]benzonitrile CC(CN[C@H](C1=CC=CC=C1)[C@@H]1CNC2=C(O1)N=CC(=C2)C=2C=NN(C2)C)C2=CC=C(C#N)C=C2